2-(6-fluoro-1H-indazol-3-yl)acetic acid FC1=CC=C2C(=NNC2=C1)CC(=O)O